N-[3-(Benzylcarbamoyl)-4-chloro-phenyl]-1-methyl-3-(pentafluoroethyl)-4-(trifluoromethyl)-1H-pyrazol-5-carboxamid C(C1=CC=CC=C1)NC(=O)C=1C=C(C=CC1Cl)NC(=O)C1=C(C(=NN1C)C(C(F)(F)F)(F)F)C(F)(F)F